ClC=1C(=NC=CC1C=1C(=C(C=CC1)C1=NC(=C(C=O)C=C1)OC)C)C1=CC(=C(C=C1)C=O)OC 6-(3-(3-Chloro-2-(4-formyl-3-methoxyphenyl)pyridin-4-yl)-2-methylphenyl)-2-methoxynicotinaldehyde